tert-butyl (E)-5-(6-methyl-4,8-dioxo-1,3,6,2-dioxazaborocan-2-yl)-5-(((2,2,2-trichloroethoxy)sulfonyl)amino)pent-3-enoate CN1CC(OB(OC(C1)=O)C(/C=C/CC(=O)OC(C)(C)C)NS(=O)(=O)OCC(Cl)(Cl)Cl)=O